O1CC[C@@H](C2=CC=CC=C12)NC(=O)C=1C=CC2=C(N=C(S2)C=2C(=NC=CC2)C)C1 (S)-N-(chroman-4-yl)-2-(2-methylpyridin-3-yl)benzo[d]thiazole-5-carboxamide